1,2-Benzisothiazolin-3-one, sodium salt [Na].S1NC(C2=C1C=CC=C2)=O